FC=1C=C(C=CC1Cl)NC(=O)C=1COC2=C(C1)C=CC=C2 N-(3-fluoro-4-chlorophenyl)-2H-benzopyran-3-carboxamide